[Li].FC(C(C(C(C(C(F)(F)F)(F)F)(F)F)(F)F)=O)(F)F perfluorohexanone lithium